methyl N,N-dipentylcarbamate C(CCCC)N(C(OC)=O)CCCCC